2-fluoro-4-(trifluoromethoxy)benzaldehyde FC1=C(C=O)C=CC(=C1)OC(F)(F)F